BrC1=CC=C(C=C1)C(C)N1C(=NC=C1)C=O 1-(1-(4-bromophenyl)ethyl)-1H-imidazole-2-carbaldehyde